(bis(benzyloxy)phosphoryl)propionic acid C(C1=CC=CC=C1)OP(=O)(OCC1=CC=CC=C1)C(C(=O)O)C